N[C@H](C(=O)NC1CCC(CC1)NC1=NC2=C(C=C(C=C2C=N1)C1=CC(=C(C=C1)NS(=O)(=O)C1=C(C=CC=C1)Cl)F)CC)C(C)C (S)-2-amino-N-((1r,4S)-4-((6-(4-((2-chlorophenyl)sulfonamido)-3-fluorophenyl)-8-ethylquinazolin-2-yl)amino)cyclohexyl)-3-methylbutanamide